Kalium hypochlorit Cl[O-].[K+]